C(C)(=O)C1=C(OC=2C(C=3C=CC=NC3C(C21)=O)=O)C 3-Acetyl-2-methylfuro[2,3-g]quinoline-4,9-dione